C(C)(C)(C)C=1N(C=CN1)CC1=CC=C(C=C1)C=1C(=CC=C(C1)CC(C)C)S(=O)(=O)NC1=NC=C(C=N1)C 4'-((2-(tert-Butyl)-1H-imidazol-1-yl)methyl)-5-isobutyl-N-(5-methylpyrimidin-2-yl)-[1,1'-biphenyl]-2-sulfonamide